(2S)-2-amino-3-({[1-(6-nitrobenzo[d][1,3]dioxol-5-yl)ethoxy]carbonyl}-amino)propionic acid N[C@H](C(=O)O)CNC(=O)OC(C)C1=CC2=C(OCO2)C=C1[N+](=O)[O-]